3-fluorobenzaldehyde O-(2-(1H-indol-1-yl)acetyl) oxime N1(C=CC2=CC=CC=C12)CC(=O)ON=CC1=CC(=CC=C1)F